(3R,5S,7S,8R,9S,10S,13R,14S,17R)-17-((R)-5-((3-(Formyl-d)-1H-indol-4-yl)methoxy)-5-oxopentan-2-yl)-10,13-dimethylhexadecahydro-1H-cyclopenta[a]phenanthrene-3,7-diyl diacetate C(C)(=O)O[C@@H]1CC[C@@]2([C@H]3CC[C@@]4([C@H](CC[C@H]4[C@@H]3[C@H](C[C@@H]2C1)OC(C)=O)[C@H](C)CCC(=O)OCC1=C2C(=CNC2=CC=C1)C(=O)[2H])C)C